F[Sb-](F)(F)(F)(F)F.C(C)(=O)OC1=CC=C(C=C1)[S+](C)CC1=CC=CC=C1 4-acetoxyphenyl-benzylmethyl-sulfonium hexafluoro-antimonate